N-((5-phenyl-1,3,4-thiadiazol-2-yl)methyl)-1-(pyridin-4-ylmethyl)-1H-1,2,3-triazole-4-carboxamide C1(=CC=CC=C1)C1=NN=C(S1)CNC(=O)C=1N=NN(C1)CC1=CC=NC=C1